5-bromo-3,3-dimethyl-2,3-dihydro-1λ4-benzothiophene-1-one BrC=1C=CC2=C(C(CS2=O)(C)C)C1